2-methyl-3-((R)-1-((4-methyl-7-((1R,5R)-2-methyl-2,6-diazabicyclo[3.2.0]heptan-6-yl)pyrido[3,4-d]pyridazin-1-yl)amino)ethyl)benzonitrile CC1=C(C#N)C=CC=C1[C@@H](C)NC1=C2C(=C(N=N1)C)C=NC(=C2)N2[C@@H]1CCN([C@@H]1C2)C